4-benzyloxy-6-fluoro-1-(4-fluoro-3-methyl-phenyl)-3-iodo-2-tetrahydropyran-4-yl-indole C(C1=CC=CC=C1)OC1=C2C(=C(N(C2=CC(=C1)F)C1=CC(=C(C=C1)F)C)C1CCOCC1)I